[C@H]12COC[C@H](CC(C1)OC=1C(=CC(=NC1)C)C1=CC=3N(C=C1)N=C(C3)N)N2 5-(5-(((1R,5S,7s)-3-oxa-9-azabicyclo[3.3.1]nonan-7-yl)oxy)-2-methylpyridin-4-yl)pyrazolo[1,5-a]pyridin-2-amine